OC[C@H]1N(C\C(\C1)=N/OC)C(=O)C1=CC(=C(C=C1)C1=C(C(=CC=C1)C#N)C)OC(F)(F)F (S,Z)-4'-(2-(Hydroxymethyl)-4-(methoxyimino)pyrrolidine-1-carbonyl)-2-methyl-2'-(trifluoromethoxy)-[1,1'-biphenyl]-3-carbonitrile